5-(6-(trifluoromethyl)picolinamido)-2H-indazole-6-carboxamide hydrochloride Cl.FC(C1=CC=CC(=N1)C(=O)NC1=CC2=CNN=C2C=C1C(=O)N)(F)F